3-hydroxy-2-quinoxaline-carboxylic acid OC=1C(=NC2=CC=CC=C2N1)C(=O)O